CSCOC=1C=C(/C=C/N2C(=CC(C=C2C)=O)C)C=CC1OC (E)-1-(3-methylthiomethoxy-4-methoxystyryl)-2,6-dimethylpyridin-4(1H)-one